NCCCC[C@@H](C(=O)OC(C)(C)C)NC(N[C@H](C(=O)O)CCC(=O)O)=O (S)-2-(3-((S)-amino-1-tert-butoxy-1-oxo-hexane-2-yl)ureido)glutaric acid